C(C(=C)C)(=O)OCC(COC1=CC=CC=C1)OC(NC(C)CNC(=O)OC(COC(C=C)=O)COC1=CC=CC=C1)=O 2-(3-((1-(acryloyloxy)-3-phenoxypropane-2-yloxy) carbonylamino) propane-2-ylcarbamoyloxy)-3-phenoxypropyl methacrylate